CC=1C2=C(N=NC1NC=1SC=CN1)N(CC2)C=2SC=C(N2)C(=O)OCC ethyl 2-{4-methyl-3-[(1,3-thiazol-2-yl)amino]-5H,6H,7H-pyrrolo[2,3-c]pyridazin-7-yl}-1,3-thiazole-4-carboxylate